[C].C(#CC=1C=C(C#N)C=CC1)C=1C=C(C#N)C=CC1 3,3'-(ethyne-1,2-diyl)dibenznitrile carbon